ethyl ((R or S)-((((2R,5R)-5-(4-amino-5-fluoro-2-oxopyrimidin-1(2H)-yl)-4-fluoro-2,5-dihydrofuran-2-yl)oxy)methyl) (phenoxy)phosphoryl)-L-alaninate NC1=NC(N(C=C1F)[C@H]1C(=C[C@H](O1)OC[P@@](=O)(OC1=CC=CC=C1)N[C@@H](C)C(=O)OCC)F)=O |o1:15|